trans-2-octenoyl-L-carnitine C(\C=C\CCCCC)(=O)[C@](O)(C[N+](C)(C)C)CC([O-])=O